ClC=1C(=NC=C(C1)C(F)(F)F)N1C(SC2=C1C=CC(=C2)OC2OCCCC2)=O 3-(3-chloro-5-(trifluoromethyl)pyridin-2-yl)-6-(tetrahydro-2H-pyran-2-yloxy)-benzothiazol-2(3H)-one